FC1=C(CN2C=NC(=CC2=O)C(=O)N)C=CC(=C1)F 1-(2,4-difluorobenzyl)-6-oxo-1,6-dihydropyrimidine-4-carboxamide